C1(=CC(=CC=C1)/C=C/C1=[N+](C=2C=CC3=C(C2C1(C)C)C=CC=C3)C)/C=C/C3=[N+](C=1C=CC2=C(C1C3(C)C)C=CC=C2)C 2,2'-((1E,1'E)-1,3-phenylenebis(ethene-2,1-diyl))bis(1,1,3-trimethyl-1H-benzo[e]indol-3-ium)